[3-[2-[methyl (propan-2-yl) amino] ethyl]-1H-indol-4-yl] acetate C(C)(=O)OC1=C2C(=CNC2=CC=C1)CCN(C(C)C)C